CC(=[OH+])N(CCC[C@H]1C(=O)N[C@H](C(=O)N[C@H](C(=O)NCC(=O)NCC(=O)NCC(=O)N1)CCCN(C(=[OH+])C)O)CCCN(C(=[OH+])C)O)O.[Fe] The molecule is a member of the class of ferrichromes that is an iron(III) chelate of a homodetic cyclic peptide made up of a tripeptide of glycine and a tripeptide of N(4)-acetyl-N(4)-hydroxy-L-ornithine. It has a role as an Escherichia coli metabolite.